FC(C(=O)O)(F)F.N1N=CC=2CNCC(C21)N 4,5,6,7-tetrahydro-1H-pyrazolo[4,3-c]Pyridin-7-amine trifluoroacetate salt